C(C)(C)(C)OC(NCC1(CCN(CC1)C1=NC(=C(C(=C1)C#N)C1=C(C(=CC=C1)Cl)Cl)C)C)=O ((1-(4-cyano-5-(2,3-dichlorophenyl)-6-methylpyridin-2-yl)-4-methylpiperidin-4-yl)methyl)carbamic acid tert-butyl ester